NC(CCCCC1=NNC=N1)CC1=NNC(=N1)SC 5-Amino-5'-methylsulfanyl-3,3'-hexamethylenebis(1,2,4-triazole)